N-((1-((2-(3,5-dichlorophenyl)-6-((2-(4-(2-(methylsulfonyl)ethyl)piperazin-1-yl)pyrimidin-5-yl)oxy)pyridin-4-yl)methyl)piperidin-4-yl)methyl)acetamide ClC=1C=C(C=C(C1)Cl)C1=NC(=CC(=C1)CN1CCC(CC1)CNC(C)=O)OC=1C=NC(=NC1)N1CCN(CC1)CCS(=O)(=O)C